CC(=O)/C=C/C1C(=C)CCCC1(C)C gamma-ionon